N-((1-Benzyl-1,2,3,6-tetrahydropyridin-4-yl)methyl)-N6-cyclopropyl-5-fluoro-N6-(2-fluoro-4-(1H-pyrazol-1-yl)benzyl)pyrimidine-4,6-diamine C(C1=CC=CC=C1)N1CCC(=CC1)CNC1=NC=NC(=C1F)N(CC1=C(C=C(C=C1)N1N=CC=C1)F)C1CC1